tert-Butyl N-[(2-bromo-6-methylpyridin-3-yl)methyl]carbamate BrC1=NC(=CC=C1CNC(OC(C)(C)C)=O)C